ClC1=CC=C(C=C1)C1=C(CCC(C1)(C)C)CN1C2CN(CC1CC2)CC=2C=C1C(N(C(C1=CC2)=O)N2C(NC(CC2)=O)=O)=O 5-((8-((4'-chloro-5,5-dimethyl-3,4,5,6-tetrahydro-[1,1'-biphenyl]-2-yl)methyl)-3,8-diazabicyclo[3.2.1]oct-3-yl)methyl)-2-(2,4-dioxotetrahydropyrimidin-1(2H)-yl)isoindoline-1,3-dione